7-bromo-6-chloro-4-hydroxy-1,5-naphthyridin-2(1H)-one BrC1=C(N=C2C(=CC(NC2=C1)=O)O)Cl